(E)-1-cyclopropyl-2-methoxy-N-((5-(trifluoromethyl)pyridin-2-yl)methylene)ethanamine C1(CC1)C(COC)/N=C/C1=NC=C(C=C1)C(F)(F)F